2-{2-Chloro-3-[(4S)-2-imino-4-methyl-6-oxo-1-(tetrahydro-pyran-4-yl)hexahydropyrimidin-4-yl]anilino}pyridine-3-carbonitrile ClC1=C(NC2=NC=CC=C2C#N)C=CC=C1[C@]1(NC(N(C(C1)=O)C1CCOCC1)=N)C